ClC=1C(=NC(=C(N1)I)CCCO)N1CCC(CC1)C(=O)OCC ethyl 1-(3-chloro-6-(3-hydroxypropyl)-5-iodo-pyrazin-2-yl)piperidine-4-carboxylate